aluminum-thallium [Tl].[Al]